OC1(NC(C2=CC=CC=C12)=O)C1=CC=C(C=C1)C 3-Hydroxy-3-(p-tolyl)isoindolin-1-one